1-(3-((tert-butoxycarbonyl)amino)propyl)-2-methyl-1H-pyrazol-2-ium C(C)(C)(C)OC(=O)NCCCN1[N+](=CC=C1)C